FC1=CC=C(C=C1)C=1C=C2C(=C(C(N(C2=NC1)CCN1CCC(CC1)F)=O)C(=O)NC1CCC(CC1)C)O 6-(4-fluorophenyl)-1-(2-(4-fluoropiperidin-1-yl)ethyl)-4-hydroxy-N-((1s,4s)-4-methylcyclohexyl)-2-oxo-1,2-dihydro-1,8-naphthyridine-3-carboxamide